L-aspartic acid disodium [Na].[Na].N[C@@H](CC(=O)O)C(=O)O